(3-(trifluoromethyl)-5-(2-pyridyl)-1,2,4-triazole) iridium (III) [Ir+3].FC(C1=NNC(=N1)C1=NC=CC=C1)(F)F